tert-Butyl (2R,5S)-2-[3-[3-(dimethylamino)propoxy]phenyl]-5-methyl-piperidine-1-carboxylate CN(CCCOC=1C=C(C=CC1)[C@@H]1N(C[C@H](CC1)C)C(=O)OC(C)(C)C)C